O=C1N(CCN2[C@H]1CNCC2)C=2SC(=CN2)C2=C(C=CC=C2)OC2=CC=CC=C2 (S)-9-Oxo-8-(5-(2-phenoxyphenyl)thiazol-2-yl)octahydro-2H-pyrazino[1,2-a]pyrazin